(1R,3S)-3-(3-{[(1-methyl-1H-1,2,3-triazol-4-yl)-acetyl]amino}-1H-pyrazol-5-yl)cyclopentyl (2S)-butan-2-ylcarbamate C[C@@H](CC)NC(O[C@H]1C[C@H](CC1)C1=CC(=NN1)NC(CC=1N=NN(C1)C)=O)=O